3-[3-methyl-2-oxo-4-[[4-[2-(4-piperidyl)ethyl]-1-piperidyl]methyl]benzimidazol-1-yl]piperidine CN1C(N(C2=C1C(=CC=C2)CN2CCC(CC2)CCC2CCNCC2)C2CNCCC2)=O